BrC(C(F)(Cl)Br)(F)Cl 1,2-dibromo-1,2-dichloro-1,2-difluoroethane